ClCCNC(=O)NC1=CC=C(C=C1)C(F)(F)F 1-(2-chloroethyl)-3-(4-(trifluoromethyl)phenyl)urea